3-(difluoromethyl)-1-methyl-1H-indazole-5-carboxylic acid methyl ester COC(=O)C=1C=C2C(=NN(C2=CC1)C)C(F)F